FC1(OC2=C(O1)C=CC(=C2)[C@H](C)C=2C(=NC=CC2B2OC(C(O2)(C)C)(C)C)N)F [(1S)-1-(2,2-difluoro-1,3-benzodioxol-5-yl)ethyl]-4-(4,4,5,5-tetramethyl-1,3,2-dioxaborolan-2-yl)pyridine-2-amine